pantoyl alcohol C([C@H](O)C(C)(C)CO)(=O)O